4-phenyl-1-(m-tolyl)-2-((4-(trifluoromethyl)benzyl)thio)-1H-imidazole C1(=CC=CC=C1)C=1N=C(N(C1)C=1C=C(C=CC1)C)SCC1=CC=C(C=C1)C(F)(F)F